(R)-(2-(6-chloro-3-(difluoromethoxy)quinolin-8-yl)-7,8-dihydro-[1,4]dioxino[2',3':3,4]benzo[1,2-d]thiazol-7-yl)methyl (2-methylpyrimidin-5-yl)carbamate CC1=NC=C(C=N1)NC(OC[C@@H]1OC2=C(C3=C(N=C(S3)C=3C=C(C=C4C=C(C=NC34)OC(F)F)Cl)C=C2)OC1)=O